(8-chloro-1-hydroxybenzo[d][1,2,3]-diazaborinin-2(1H)-yl)(phenyl)methanone ClC1=CC=CC2=C1B(N(N=C2)C(=O)C2=CC=CC=C2)O